CN1N=CC(=C1)C1=NC=CC(=C1)O[C@@H]1C[C@H](C1)N1C(N(CC1=O)C1=CC(=CC(=C1)C(F)(F)F)CN1CCNCC1)=O 3-(trans-3-{[2-(1-methyl-1H-pyrazol-4-yl)-4-pyridinyl]oxy}cyclobutyl)-1-[3-(1-piperazinylmethyl)-5-(trifluoromethyl)phenyl]-2,4-imidazolidinedione